Tert-butyl 4-(6-(5-((N-(2,4-difluorophenyl)sulfamoyl)amino)-6-methoxypyridin-3-yl)quinazolin-4-yl)piperazine-1-carboxylate FC1=C(C=CC(=C1)F)NS(=O)(=O)NC=1C=C(C=NC1OC)C=1C=C2C(=NC=NC2=CC1)N1CCN(CC1)C(=O)OC(C)(C)C